Cl.FC=1C=C(C=CC1)[C@H](O)[C@@H]1N[C@@H](CC1)CC1CCN(CC1)S(=O)(=O)C (S)-(3-Fluorophenyl)((2R,5S)-5-((1-(methylsulfonyl)piperidin-4-yl)-methyl)pyrrolidin-2-yl)methanol hydrochloride